N1CCC(CC1)OC=1C=C2C(=NC1)CN(C2)C2=C(C(NN=C2)=O)C(F)(F)F 5-[3-(piperidin-4-yloxy)-5H,6H,7H-pyrrolo[3,4-b]pyridin-6-yl]-4-(trifluoromethyl)-2,3-dihydropyridazin-3-one